(S)-2-((2-Methoxyphenyl)(phenyl)(1H-pyrrol-2-yl)methyl)-5-methyl-3-phenyl-1H-indole COC1=C(C=CC=C1)[C@](C=1NC2=CC=C(C=C2C1C1=CC=CC=C1)C)(C=1NC=CC1)C1=CC=CC=C1